NC1=C(C=2C=C(C=3N(C2N1C1=C(C(=CC=C1C)OC)C)N=CN3)Cl)C(=O)N 7-amino-4-chloro-8-(3-methoxy-2,6-dimethylphenyl)-8H-pyrrolo[3,2-e][1,2,4]triazolo[1,5-a]pyridine-6-carboxamide